1-(tert-butyl) 2-methyl 3-vinyl-1H-pyrrole-1,2-dicarboxylate C(=C)C1=C(N(C=C1)C(=O)OC(C)(C)C)C(=O)OC